NC1=C2NC(=NC2=NC(=N1)C(F)(F)F)CN1C(C2=CC=CC(=C2C1)C1=C(C=C(C=C1)OC)Cl)=O [6-amino-2-(trifluoromethyl)-7H-purin-8-yl]methyl-4-(2-chloro-4-methoxyphenyl)-2,3-dihydro-1H-isoindol-1-one